ClC1=CC=C(C=C1)C1=CC2=C(SC3=C2C=CC=C3)C=C1 2-(4-chlorophenyl)dibenzo[b,d]thiophene